O=C1NC(CCC1N1C(=NC2=CC=CC(=C2C1=O)CCCCCCS(=O)(=O)O)C)=O.SCSC(C(SCS)SCS)SCS 1,1,2,2-tetrakis(mercaptomethylthio)ethane 5-(3-(2,6-dioxopiperidin-3-yl)-2-methyl-4-oxo-3,4-dihydroquinazoline-5-yl)pentyl-methanesulfonate